C(C)(C)(C)OC(=O)N1CC2(C1)CC(C2)OC(C(=O)OCC)C(=O)OCC Diethyl 2-[(2-tert-butoxycarbonyl-2-azaspiro[3.3]heptan-6-yl)oxy]propanedioate